N-(2-((1S,3R)-3-((5-cyano-4-methoxypyrimidin-2-yl)amino)cyclohexyl)-1-methyl-1H-benzo[d]imidazol-5-yl)acrylamide C(#N)C=1C(=NC(=NC1)N[C@H]1C[C@H](CCC1)C1=NC2=C(N1C)C=CC(=C2)NC(C=C)=O)OC